7-(7-Chloro-8-fluoro-2-(((2R,7aS)-2-fluorotetrahydro-1H-pyrrolizin-7a(5H)-yl)methoxy)pyrido[4,3-d]pyrimidin-4-yl)-1-oxa-7-azaspiro[4.5]decan-3-ol ClC1=C(C=2N=C(N=C(C2C=N1)N1CC2(CC(CO2)O)CCC1)OC[C@]12CCCN2C[C@@H](C1)F)F